tert-butyl (4S)-4-[5-(6-tert-butyl-5-methyl-pyrrolo[2,3-b]pyrazin-3-yl)-1-isopropoxy-5-oxo-pentyl]-2,2-dimethyl-oxazolidine-3-carboxylate C(C)(C)(C)C1=CC=2C(=NC(=CN2)C(CCCC(OC(C)C)[C@H]2N(C(OC2)(C)C)C(=O)OC(C)(C)C)=O)N1C